NC=1C(=C2C(=NC1)SC=C2)NCC2=CC=C(CNC(OC(C)(C)C)=O)C=C2 tert-butyl (4-(((5-aminothieno[2,3-b]pyridin-4-yl)amino)methyl)benzyl)carbamate